tert-butyl 2-bromo-3-(3-fluoro-1H-pyrrolo[2,3-b]pyridin-4-yl)-6,7-dihydropyrazolo[1,5-a]pyrazine-5(4H)-carboxylate BrC1=NN2C(CN(CC2)C(=O)OC(C)(C)C)=C1C1=C2C(=NC=C1)NC=C2F